CN(CCC=1OC=C(N1)NC1=NC=C(C(=N1)NCCCN1CCOCCC1=O)C(F)(F)F)C 4-(3-((2-((2-(2-(dimethylamino)ethyl)oxazol-4-yl)amino)-5-(trifluoromethyl)pyrimidin-4-yl)amino)propyl)-1,4-oxazepan-5-one